[O].[Se].[Bi] bismuth-selenium oxygen